8-(4-bromo-2-chlorophenyl)-5-tert-butyl-9-(4-chlorophenyl)pyrido[3,2-e][1,2,4]triazolo[4,3-c]pyrimidin-3(2H)-one BrC1=CC(=C(C=C1)C=1C(=CC=2C=3N(C(=NC2N1)C(C)(C)C)C(NN3)=O)C3=CC=C(C=C3)Cl)Cl